N-((S)-3-(difluoromethyl)-5,6,7,8-tetrahydro-[1,2,4]triazolo[4,3-a]pyridine-6-carbonyl)-O-((1S,3S)-3-(2-(5,6,7,8-tetrahydro-1,8-naphthyridin-2-yl)ethyl)cyclobutyl)-L-homoserine FC(C1=NN=C2N1C[C@H](CC2)C(=O)N[C@@H](CCOC2CC(C2)CCC2=NC=1NCCCC1C=C2)C(=O)O)F